benzyl 3-amino-3-(2-(chlorosulfonyl)ethyl)piperidine-1-carboxylate NC1(CN(CCC1)C(=O)OCC1=CC=CC=C1)CCS(=O)(=O)Cl